(4-aminophenyl)(1,1'-biphenyl) NC1=CC=C(C=C1)C1=C(C=CC=C1)C1=CC=CC=C1